[4-(3,7-dibromo-10H-phenothiazin-10-yl)butyl]phosphoric acid BrC=1C=CC=2N(C3=CC=C(C=C3SC2C1)Br)CCCCOP(O)(O)=O